CC1=C(C=CC=C1C(F)(F)F)N1CCC(CC1)CCN1N=C(C=2CCCCC12)C(=O)N1CCC(CC1)NC(C)=O N-[1-[1-[2-[1-[2-Methyl-3-(trifluoromethyl)phenyl]-4-piperidyl]ethyl]-4,5,6,7-tetrahydroindazol-3-carbonyl]-4-piperidyl]acetamid